Cl.COC1=CC(=NC=C1C(F)(F)F)N1CCNCC1 (4-methoxy-5-(trifluoromethyl)pyridin-2-yl)piperazine hydrochloride